1-(2'-hydroxyethyl)-2,2,6,6-tetramethyl-4-hydroxypiperidine succinate C(CCC(=O)O)(=O)O.OCCN1C(CC(CC1(C)C)O)(C)C